C(C)(C)N1SC2=C(C=NC=C2)C1=O 2-isopropylisothiazolo[4,5-c]pyridin-3(2H)-one